ClC1=C(C(=CC=C1Cl)OC)C=1CCN(CC1)C(=O)OC(C)(C)C tert-butyl 4-(2,3-dichloro-6-methoxyphenyl)-3,6-dihydro-2H-pyridine-1-carboxylate